(15R)-5-chloro-15-methyl-11-thia-6,14,17-triazatetracyclo[8.8.0.02,7.012,18]octadeca-1(10),2(7),3,5,8,12(18)-hexaen-13-one ClC=1C=CC=2C=3C=4NC[C@H](NC(C4SC3C=CC2N1)=O)C